N,N-dimethyl-4-((4,4,5,5-tetramethyl-1,3,2-dioxaborolan-2-yl)methyl)benzenesulfonamide CN(S(=O)(=O)C1=CC=C(C=C1)CB1OC(C(O1)(C)C)(C)C)C